2-(4-(7-(8-chloronaphthalen-1-yl)-2-((1-methylpyrrolidin-2-yl)methoxy)-5,6,7,8-tetrahydropyrido[3,4-d]pyrimidin-4-yl)-1-(2-fluoroacryloyl)piperazin-2-yl)acetonitrile ClC=1C=CC=C2C=CC=C(C12)N1CC=2N=C(N=C(C2CC1)N1CC(N(CC1)C(C(=C)F)=O)CC#N)OCC1N(CCC1)C